(E)-1-(4-(4-(benzo[d]oxazol-2-yl-thioxo)butoxy)phenyl)-3-(3-chlorophenyl)-2-propen-1-one O1C(=NC2=C1C=CC=C2)S=CCCCOC2=CC=C(C=C2)C(\C=C\C2=CC(=CC=C2)Cl)=O